FC(C(F)(F)F)([Si](Cl)(CC1=CC=CC=C1)C)F pentafluorophenyl-ethyl-dimethylchlorosilane